4-(N-(3-(tert-butyl)-5-cyclopropylbenzyl)-2-(N-((5-(trifluoromethyl)pyridin-3-yl)methyl)-(2,3,4,5,6-pentafluoro-phenyl)sulfonamido)acetamido)-3-methoxybenzoic acid C(C)(C)(C)C=1C=C(CN(C(CN(S(=O)(=O)C2=C(C(=C(C(=C2F)F)F)F)F)CC=2C=NC=C(C2)C(F)(F)F)=O)C2=C(C=C(C(=O)O)C=C2)OC)C=C(C1)C1CC1